N2-tert-butyl-N8-(3,5-dichlorophenyl)-9-(pyrrolidin-3-yl)-9H-purine-2,8-diamine C(C)(C)(C)NC1=NC=C2N=C(N(C2=N1)C1CNCC1)NC1=CC(=CC(=C1)Cl)Cl